NC1(CCC(CC1)N1C2=NC(=NC=C2N(C1=O)C)NC=1C=C2C=CC=NC2=CC1C)C 9-((1r,4r)-4-amino-4-methylcyclohexyl)-7-methyl-2-((7-methylquinolin-6-yl)amino)-7,9-dihydro-8H-purin-8-one